1,3-dihydroxypropan-2-yl tetradecanoate C(CCCCCCCCCCCCC)(=O)OC(CO)CO